2-[1-[2-chloro-4-(2,6-dioxo-3-piperidyl)phenyl]-4-piperidyl]-acetaldehyde ClC1=C(C=CC(=C1)C1C(NC(CC1)=O)=O)N1CCC(CC1)CC=O